N-(3-methoxybenzyl)-N-(3-morpholinobenzyl)-3-((2-(2-morpholinoethoxy)ethoxy)methyl)aniline COC=1C=C(CN(C2=CC(=CC=C2)COCCOCCN2CCOCC2)CC2=CC(=CC=C2)N2CCOCC2)C=CC1